6-amino-N-(3-(4-((1S,4R,Z)-9-amino-4-((2,6-difluoro-4-hydroxybenzyl)carbamoyl)-1-(isoindolin-2-yl)-2,11,16-trioxo-3,8,10,12,15-pentaazaoctadec-9-en-1-yl)phenoxy)propyl)hexanamide NCCCCCC(=O)NCCCOC1=CC=C(C=C1)[C@@H](C(N[C@H](CCCN\C(=N/C(NCCNC(CC)=O)=O)\N)C(NCC1=C(C=C(C=C1F)O)F)=O)=O)N1CC2=CC=CC=C2C1